N-(2-(4-ethylpiperazine-1-yl)-4-methoxy-5-((6-((R)-3-(naphthalene-1-yl)isoxazolidine-2-yl)pyrimidine-4-yl)amino)phenyl)acrylamide C(C)N1CCN(CC1)C1=C(C=C(C(=C1)OC)NC1=NC=NC(=C1)N1OCC[C@@H]1C1=CC=CC2=CC=CC=C12)NC(C=C)=O